OC=1C=C2N=C3C=C(C(=CC3=NC2=CC1O)S(=O)(=O)O)C 7,8-dihydroxy-3-methylphenazine-2-sulfonic acid